ClC1=C(C=CC=C1)[C@H]1[C@H](CNC1)C(=O)O (3R,4R)-4-(2-chlorophenyl)pyrrolidine-3-carboxylic acid